C(C=C)NC(=O)C1=NC(=NC(=C1Br)C)SC N-allyl-5-bromo-6-methyl-2-(methylsulfanyl)pyrimidine-4-carboxamide